4-((3S,4S)-4-((5,7-dimethyl-1H-indol-4-yl)methyl)-1-(2,2,2-trifluoro-ethyl)piperidin-3-yl)benzoic acid CC=1C(=C2C=CNC2=C(C1)C)C[C@@H]1[C@H](CN(CC1)CC(F)(F)F)C1=CC=C(C(=O)O)C=C1